4-[4-[(1S)-2-amino-1-hydroxyethyl]pyrazol-1-yl]-3-[6-(2-cyanophenyl)-2-methylpyrimidin-4-yl]oxybenzonitrile NC[C@@H](O)C=1C=NN(C1)C1=C(C=C(C#N)C=C1)OC1=NC(=NC(=C1)C1=C(C=CC=C1)C#N)C